COC=1C=C(C=CC1NC=1N=C(C2=C(N1)NC=C2C(F)(F)F)NC2CCOCC2)N2S(CCC2)(=O)=O 2-(3-methoxy-4-((4-((tetrahydro-2H-pyran-4-yl)amino)-5-(trifluoromethyl)-7H-pyrrolo[2,3-d]pyrimidin-2-yl)amino)phenyl)isothiazolidine 1,1-dioxide